ClC1=NC=C(C(=N1)C1=CN=C2N1C=C(C=C2)NC(CC2=CC=CC=C2)=O)C N-(3-(2-chloro-5-methylpyrimidin-4-yl)imidazo[1,2-a]Pyridin-6-yl)-2-phenylacetamide